NC(C(C(C(=O)O)(N)N)(N)N)C pentaaminovaleric acid